FC1(CC1)C(=O)N[C@H](C(=O)N1[C@@H](C[C@H](C1)O)C(=O)NCC1=C(OCCCC(=O)OC)C=C(C=C1)C1=C(N=CS1)C)C(C)(C)C methyl 4-[2-[[[(2S,4R)-1-[(2S)-2-[(1-fluorocyclopropanecarbonyl)amino]-3,3-dimethyl-butanoyl]-4-hydroxypyrrolidine-2-carbonyl]amino]methyl]-5-(4-methylthiazol-5-yl)phenoxy]butanoate